ClC=1C(=CC=C2N=CC(=NC12)C=1C=NN(C1)C1CCN(CC1)C(=O)N(C)C)OC=1C=CC2=C(N(C(=N2)C)COCC[Si](C)(C)C)C1 4-(4-(8-Chloro-7-((2-methyl-1-((2-(trimethylsilyl)ethoxy)methyl)-1H-benzo[d]imidazol-6-yl)oxy)quinoxalin-2-yl)-1H-pyrazol-1-yl)-N,N-dimethylpiperidine-1-carboxamide